N1-(2-(dimethylamino)ethyl)-N1,N2-dimethyl-N4-(4-(1-methyl-1H-indol-3-yl)-7H-pyrrolo[2,3-d]pyrimidin-2-yl)benzene-1,2,4-triamine CN(CCN(C=1C(=CC(=CC1)NC=1N=C(C2=C(N1)NC=C2)C2=CN(C1=CC=CC=C21)C)NC)C)C